(3-(tert-butoxycarbonyl)-1,5-dimethyl-1H-pyrazol-4-yl)boronic acid C(C)(C)(C)OC(=O)C1=NN(C(=C1B(O)O)C)C